CN[C@@H]1COC2=C1C=NC(=C2)C(F)(F)F (S)-N-methyl-6-(trifluoromethyl)-2,3-dihydrofuro[3,2-c]pyridin-3-amine